FC(C1=CC=C(C=N1)CCO)(F)F 2-(6-(trifluoromethyl)pyridin-3-yl)ethan-1-ol